2,7-diazaspiro[3.5]nonan-7-yl-[4-[[4-[[2-(6-methyl-2-pyridyl)pyrrolo[2,1-f][1,2,4]triazin-4-yl]amino]pyrimidin-2-yl]amino]phenyl]methanone C1NCC12CCN(CC2)C(=O)C2=CC=C(C=C2)NC2=NC=CC(=N2)NC2=NC(=NN1C2=CC=C1)C1=NC(=CC=C1)C